ClC=1C(=NC(=NC1)N[C@@H]1CC[C@H](CC1)NC(=O)C1CCN(CC1)C1CCN(CC1)C(=O)OC(C)(C)C)C=1C=C(C=CC1)C1=CC=C(C=C1)F trans-tert-butyl 4-((4-((5-chloro-4-(4'-fluoro-[1,1'-biphenyl]-3-yl)pyrimidin-2-yl)amino)cyclohexyl)carbamoyl)-[1,4'-bipiperidine]-1'-carboxylate